5,5-Bis(bromoethyl)-2,2-dimethyl-1,3-dioxolane BrCCC1(COC(O1)(C)C)CCBr